C(C)OC(C[C@@H](C1=CC(=CC=C1)C1=NC=CC=C1)NC(=O)NC=1C(N(C=CC1O)C)=O)=O (S)-3-(3-(4-hydroxy-1-methyl-2-oxo-1,2-dihydropyridin-3-yl)ureido)-3-(3-(pyridin-2-yl)phenyl)propanoic acid ethyl ester